isopropyl 9-[(E)-N-[(S)-tert-butylsulfinyl]-C-methyl-carbonimidoyl]-2-morpholino-4-oxo-pyrido[1,2-a]pyrimidine-7-carboxylate C(C)(C)(C)[S@](=O)\N=C(/C)\C1=CC(=CN2C1=NC(=CC2=O)N2CCOCC2)C(=O)OC(C)C